FC(C1=NN=C(O1)C=1C=CC(=NC1)CN1C(N(C2=C1C=C(C(=C2)C2=C1C=CNC1=CC=C2)F)C2CN(C2)C)=O)F 1-((5-(5-(difluoromethyl)-1,3,4-oxadiazole-2-yl)pyridine-2-yl)methyl)-6-fluoro-5-(1H-indole-4-yl)-3-(1-methylazetidine-3-yl)-1,3-dihydro-2H-benzo[d]imidazole-2-one